7,9-Difluoro-8-(5-fluoro-3-methyl-1H-indol-7-yl)-4,4-dimethyl-1-(pyridin-3-yl-methyl)-5H-[1,2,4]triazolo[4,3-a]quinoxaline FC=1C=C2NC(C=3N(C2=C(C1C=1C=C(C=C2C(=CNC12)C)F)F)C(=NN3)CC=3C=NC=CC3)(C)C